C(C)OCC1(CCN(CC1)CC=1C=NN(C1)C)CCC1=C(SC=C1)C 4-(ethoxymethyl)-1-((1-methyl-1H-pyrazol-4-yl)methyl)-4-(2-(2-methyl-thiophen-3-yl)ethyl)piperidine